S1C=NC2=C1C=CC(=C2)OC2=C(C=C(C=C2)NC=2C1=C(N=CN2)SC2=C1CCNC2)C N-(4-(benzo[d]thiazol-5-yloxy)-3-methylphenyl)-5,6,7,8-tetrahydropyrido[4',3':4,5]thieno[2,3-d]pyrimidin-4-amine